3-(7-{[(4R)-8-chloro-4-ethyl-1,1-dioxo-3,4-dihydro-2H-pyrido[2,3-b][1,4,5]oxathiazepin-2-yl]methyl}-1-benzothien-5-yl)-3-(1,4-dimethyl-1H-benzotriazol-5-yl)propanoic acid ClC1=CC2=C(O[C@@H](CN(S2(=O)=O)CC2=CC(=CC=3C=CSC32)C(CC(=O)O)C3=C(C2=C(N(N=N2)C)C=C3)C)CC)N=C1